BrC1=CC(=C(C=C1)S(=O)(=O)N1C=NC2=C1C(=CC=C2)C)C 1-(4-Bromo-2-methyl-phenyl)sulfonyl-7-methyl-benzimidazole